C(C)(C)(C)OC(=O)N1N=CC(=C1)B(O)O 1-TERT-BUTOXYCARBONYL-1H-PYRAZOLE-4-BORONIC ACID